(R)-N-(1-(dimethylamino)propan-2-yl)-7-oxo-7H-benzo[h]pyrido[2,1-b]quinazoline-12-carboxamide CN(C[C@@H](C)NC(=O)C1=CC=CN2C1=NC=1C3=C(C=CC1C2=O)C=CC=C3)C